ClC1=CC2=C(N(C(C(N2CC2CN(C2)C(=O)OC(C)(C)C)=O)=O)C2=C(C=CC=C2C(C)C)C(C)C)N=C1C1=C(C=CC=C1)F tert-butyl 3-((7-chloro-4-(2,6-diisopropylphenyl)-6-(2-fluorophenyl)-2,3-dioxo-3,4-dihydropyrido[2,3-b]pyrazin-1(2H)-yl)methyl)azetidine-1-carboxylate